2-iodo-1,3-butadiene IC(=C)C=C